3,6-dimethyl-phthalonitrile CC1=C(C(C#N)=C(C=C1)C)C#N